[Cl-].C[Si](N[Si](C)(C)C)(C)C hexamethyldisilazane chloride